(S)-N,N'-(((2-aminobutane-1,4-diyl)bis(sulfanediyl))bis(methylene))diacetamide hydrochloride Cl.N[C@H](CSCNC(C)=O)CCSCNC(C)=O